CC(C)(C)[S@@](=O)N[C@@H](C)C(C)C (R)-2-methyl-N-[(2S)-3-methyl-2-butyl]-2-propanesulfinamide